(S)-2-(3-fluoro-5-isopropyl-2-methoxyphenyl)-2-((R)-3-(methyl(4-((S)-1,2,3,4-tetrahydro-1,8-naphthyridin-2-yl)butyl)amino)pyrrolidin-1-yl)acetic acid FC=1C(=C(C=C(C1)C(C)C)[C@@H](C(=O)O)N1C[C@@H](CC1)N(CCCC[C@@H]1NC2=NC=CC=C2CC1)C)OC